(S)-2-[(R)-4-(4-acetylamino-phenyl)-2,5-dioxo-imidazolin-1-yl]-N-(2-fluoro-4-iodo-phenyl)-3-phenyl-propionamide C(C)(=O)NC1=CC=C(C=C1)[C@H]1NC(N(C1=O)[C@H](C(=O)NC1=C(C=C(C=C1)I)F)CC1=CC=CC=C1)=O